C12NCC(C1)(C2)C2=NC=1CCCCC1C(N2)=O 2-(2-azabicyclo[2.1.1]hexan-4-yl)-5,6,7,8-tetrahydroquinazolin-4(3H)-one